C(C)OC(C(C1COCC1=O)=O)=O 2-oxo-2-(4-oxotetrahydrofuran-3-yl)acetic acid ethyl ester